C1(=CC=CC=C1)C1CC=NN1C(=O)C1CCN(CC1)C(C)=O 1-(4-(5-phenyl-4,5-dihydro-1H-pyrazole-1-carbonyl)piperidin-1-yl)ethanone